O[C@]1(C([C@H](C1)NC(OC(C)(C)C)=O)(C)C)C |r| racemic-tert-butyl ((1S,3R)-3-hydroxy-2,2,3-trimethylcyclobutyl)carbamate